2-[1-(4-amino-2,5-difluoro-phenyl)-4-hydroxy-4-piperidinyl]acetic acid tert-butyl ester C(C)(C)(C)OC(CC1(CCN(CC1)C1=C(C=C(C(=C1)F)N)F)O)=O